O=C1NC2(CN(C2)C(=O)N2CC3(C2)CC(C3)CC=3C=CC(=C(C#N)C3)C(F)(F)F)CC1 5-[[2-(6-keto-2,5-diazaspiro[3.4]octane-2-carbonyl)-2-azaspiro[3.3]heptan-6-yl]methyl]-2-(trifluoromethyl)benzonitrile